Cl.COC(C1=C(C=CC=C1F)OC[C@@H](CC1=CC=CC=C1)N)=O (R)-2-(2-amino-3-phenylpropoxy)-6-fluorobenzoic acid methyl ester hydrochloride